(R)-[3-({5-chloro-4-[(3-fluorobenzyl)amino]pyridin-2-yl}amino)phenyl](3-aminopiperidin-1-yl)methylketone ClC=1C(=CC(=NC1)NC=1C=C(C=CC1)[C@@H](N1CC(CCC1)N)C(=O)[C@@H](C1=CC(=CC=C1)NC1=NC=C(C(=C1)NCC1=CC(=CC=C1)F)Cl)N1CC(CCC1)N)NCC1=CC(=CC=C1)F